(S)-(3-(tert-butoxy)-1-hydrazino-1-oxoprop-2-yl)carbamic acid tert-butyl ester C(C)(C)(C)OC(N[C@H](C(=O)NN)COC(C)(C)C)=O